NC1=NC2=C(C=3N1N=C(N3)C3=NC=CC=C3)C(=C(N2CCN2CCN(CCC2)C=2C(=CC3=C(C(=NO3)C)C2)F)C(=O)O)C 5-amino-7-(2-(4-(6-fluoro-3-methylbenzo[d]isoxazol-5-yl)-1,4-diazacycloheptan-1-yl)ethyl)-9-methyl-2-(pyridin-2-yl)-7H-pyrrolo[3,2-e][1,2,4]triazolo[1,5-c]pyrimidine-8-carboxylic acid